6-fluoro-2,3-dihydro-1H-inden-1-one FC1=CC=C2CCC(C2=C1)=O